ClN1N=CC(=C1C)N chloro-5-methyl-1H-pyrazol-4-amine